di(2-naphthyl)phosphorus oxide C1=C(C=CC2=CC=CC=C12)[P](C1=CC2=CC=CC=C2C=C1)=O